ethyl 2-(2-(aminomethyl)-6-cyclopropylimidazo[1,2-a]pyridin-8-yl)acetate NCC=1N=C2N(C=C(C=C2CC(=O)OCC)C2CC2)C1